4-(1-(2,6-dimethoxyphenyl)-3-phenyl-1H-pyrrolo[3,2-b]pyridin-6-yl)-3,5-dimethylisoxazole COC1=C(C(=CC=C1)OC)N1C=C(C2=NC=C(C=C21)C=2C(=NOC2C)C)C2=CC=CC=C2